CC1(CC1)CN(C(OC(C)(C)C)=O)[C@H]1CN(CCC1)C=1C=NC(=CC1)C(C)C=1SC(=NN1)C1=NC(=CN=C1)N1CCCC1 tert-butyl ((1-methylcyclopropyl)methyl)((3R)-1-(6-(1-(5-(6-(pyrrolidin-1-yl)pyrazin-2-yl)-1,3,4-thiadiazol-2-yl)ethyl)pyridin-3-yl)piperidin-3-yl)carbamate